C(C)(C)(C)OC(=O)N(C[C@@H](C(=O)O)C1=CC=C(C=C1)Cl)C1CC1 (S)-3-((tert-Butoxycarbonyl)(cyclopropyl)amino)-2-(4-chlorophenyl)propanoic acid